F[C@H]1[C@@](COC1)(C)N1CCN(CC1)C=1C=C2C=C(N=CC2=CC1C)NC(=O)[C@H]1[C@@H]([C@@H]1C=1C=NN(C1)C)C (1S,2R,3S)-N-[6-[4-((3S,4S)-4-fluoro-3-methyl-tetrahydrofuran-3-yl)piperazin-1-yl]-7-methyl-3-isoquinolinyl]-2-methyl-3-(1-methylpyrazol-4-yl)cyclopropanecarboxamide